COC1=C(C=CC(=C1)C1=NN=CN1C)NC=1N=C(C2=C(N1)NC=C2C(F)(F)F)NC2CCOCC2 N2-(2-methoxy-4-(4-methyl-4H-1,2,4-triazol-3-yl)phenyl)-N4-(tetrahydro-2H-pyran-4-yl)-5-(trifluoromethyl)-7H-pyrrolo[2,3-d]pyrimidine-2,4-diamine